4-(1-(2-chlorobenzyl)piperidin-4-yl)-1,6-dimethyl-1,4-dihydropyrido[2,3-b]pyrazine ClC1=C(CN2CCC(CC2)N2C3=C(N(C=C2)C)C=CC(=N3)C)C=CC=C1